C(CC1=CC=CC=C1)C1CCNCC1 4-phenethylpiperidine